N[C@H](C)C1=CC=C2C(=N1)N(C(=C2)C2=NC1=C(N2C2CC2)C=CC(=C1)C(=O)OC(C)C)CC(C=C)(F)F isopropyl (R)-2-(6-(1-aminoethyl)-1-(2,2-difluorobut-3-en-1-yl)-1H-pyrrolo[2,3-b]pyridin-2-yl)-1-cyclopropyl-1H-benzo[d]imidazole-5-carboxylate